N[C@@](C(=O)O)(CO)C (R)-2-amino-3-hydroxy-2-methylpropanoic acid